(S)-3-(1,4-dimethyl-1H-benzo[d][1,2,3]triazol-5-yl)-3-(3-(((R)-2-ethyl-7-hydroxy-2,3-dihydropyrido[2,3-f][1,4]oxazepin-4(5H)-yl) methyl)-4-methylphenyl)-2,2-dimethylpropionate CN1N=NC2=C1C=CC(=C2C)[C@@H](C(C(=O)[O-])(C)C)C2=CC(=C(C=C2)C)CN2C[C@H](OC1=C(C2)N=C(C=C1)O)CC